C(=O)O.N1(C=NC=C1)C=1N=C(N2C1C=CC=C2)C(=O)NC=2C=NC=C(C2)OC 1-(1H-imidazol-1-yl)-N-(5-methoxypyridin-3-yl)imidazo[1,5-a]pyridine-3-carboxamide formate